3-(N-phenethyl-aminopropyl)amino-propyl-silane (1,2,2,6,6-pentamethyl-4-piperidyl)-1,2,3,4-butanetetracarboxylate CN1C(CC(CC1(C)C)OC(=O)CC(C(CC(=O)O)C(=O)O)C(=O)O)(C)C.C(CC1=CC=CC=C1)NCCCNCCC[SiH3]